C(C)C=1C=CC=C2C=C(C=C(C12)C1=CC=C2C(=NC(=NC2=C1F)OCC1(CC1)C=O)N1CC2CCC(C1)N2C(=O)OC(C)(C)C)OCOC tert-butyl 3-(7-(8-ethyl-3-(methoxymethoxy) naphthalen-1-yl)-8-fluoro-2-((1-formylcyclopropyl) methoxy) quinazolin-4-yl)-3,8-diazabicyclo[3.2.1]octane-8-carboxylate